coumarin pyridine salt N1=CC=CC=C1.O1C(=O)C=CC2=CC=CC=C12